OCC=1N=C(C2=C(N1)N(C(C21CCCC1)=O)C1=CC=C(C=C1)N1CCOCC1)I 2'-(hydroxymethyl)-4'-iodo-7'-(4-morpholinophenyl)spiro[cyclopentane-1,5'-pyrrolo[2,3-d]pyrimidin]-6'(7'H)-one